NC1=C(C=CC=C1)NC(C1=CC=C(C=C1)COS(=O)(=O)OC1=NN2C(C(=N1)NC1=NNC(=C1)C)=CC=C2)=O N-(2-aminophenyl)-4-[[[4-[(5-methyl-1H-pyrazol-3-yl)amino]pyrrolo[2,1-f][1,2,4]triazin-2-yl]sulfoxy]methyl]benzamide